CC1([C@@H]2CCC(C([C@]2(CCC1)C)C=O)=C)C (4aS,8aS)-5,5,8a-trimethyl-2-methylenedecahydronaphthalene-1-carbaldehyde